n-butoxyhafnium trichloride [Cl-].[Cl-].[Cl-].C(CCC)O[Hf+3]